ethyl 3-cyano-1-(cyclobutylmethyl)-1H-pyrazole-4-carboxylate C(#N)C1=NN(C=C1C(=O)OCC)CC1CCC1